NC1=C(C(=O)O)C=CC(=C1SC)C(F)F 2-amino-4-(difluoromethyl)-3-(methylsulfanyl)benzoic acid